C(C(C)CC)(=O)O hydrangelic acid